3-trimethylsilylprop-2-ynyl chloride C[Si](C#CCCl)(C)C